ClC1=NC(=NC(=N1)Cl)NC1=CC(=CC2=CC(=CC(=C12)O)S(=O)(=O)O)S(=O)(=O)O 4-[(4,6-dichloro-1,3,5-triazin-2-yl)amino]-5-hydroxy-2,7-naphthalenedisulfonic acid